FC(CN1N=CC=C1COC=1C=CC2=C(C(=C(O2)C)C(=O)NC2(CCOCC2)CO)C1)F 5-((1-(2,2-difluoroethyl)-1H-pyrazol-5-yl)methoxy)-N-(4-(hydroxymethyl)tetrahydro-2H-pyran-4-yl)-2-methylbenzofuran-3-carboxamide